(2-fluoropyridin-4-yl)-4-((2-methyl-4-phenylthiazol-5-yl)oxy)pyridin-2-amine FC1=NC=CC(=C1)C=1C(=NC=CC1OC1=C(N=C(S1)C)C1=CC=CC=C1)N